C(C)(=O)O[C@H]1C(O[C@@H]([C@H]1OC(C)=O)COC(C)=O)N1C2=NC=NC=C2N=C1 9-(2',3',5'-tri-O-acetyl-D-ribofuranosyl)-9H-purine